4-((3-(1-(5,8-dioxaspiro[3.4]octan-1-yl)-1H-pyrazol-4-yl)-2-methoxyphenyl)amino)-6-(cyclopropanecarboxamido)pyridazine-3-carboxamide C1(CCC12OCCO2)N2N=CC(=C2)C=2C(=C(C=CC2)NC2=C(N=NC(=C2)NC(=O)C2CC2)C(=O)N)OC